BrN1N=CC2=C(C=CC=C12)C([2H])([2H])[2H] bromo-4-(trideuteriomethyl)-1H-indazole